C1(CC1)C1=NN(C(=N1)CN)C1=CC=C2C=CC=NC2=C1 1-[3-cyclopropyl-1-(quinolin-7-yl)-1H-1,2,4-triazol-5-yl]methanamine